C1(CC1)N1CCN(CC1)C1CCN(CC1)C1=C(C=C(C(=C1)OC)NC1=NC=NC(=C1)N1OCC[C@@H]1C1=CC(=CC=C1)C(F)(F)F)NC(C=C)=O N-(2-(4-(4-cyclopropyl-piperazine-1-yl)piperidine-1-yl)-4-methoxy-5-((6-((R)-3-(3-(trifluoromethyl)phenyl)isoxazolidine-2-yl)pyrimidine-4-yl)amino)-phenyl)acrylamide